OC1C(CN(CC1)C(=O)OCCCC)C(F)(F)F butyl 4-hydroxy-3-(trifluoromethyl)piperidine-1-carboxylate